C(C)C(CCC(=O)[N-]CCCCCC)CC Diethyl-hexyl-butyrylamide